C(C)(C)OC(C)(C)N=NC(C)(C)OC(C)C 2,2'-diisopropoxy-2,2'-azopropane